(S)-6-(3-(4-fluorophenyl)-1,2,4-oxadiazol-5-yl)-2,2-dimethyl-3,4-dihydro-2H-pyran FC1=CC=C(C=C1)C1=NOC(=N1)C1=CCCC(O1)(C)C